1-heneicosanoyl-2-(7Z,10Z,13Z,16Z-docosatetraenoyl)-glycero-3-phosphocholine CCCCCCCCCCCCCCCCCCCCC(=O)OC[C@H](COP(=O)([O-])OCC[N+](C)(C)C)OC(=O)CCCCC/C=C\C/C=C\C/C=C\C/C=C\CCCCC